3-[(4-chloro-3-fluorobenzyl)sulfanyl]-5-propyl-[1,2,4]triazolo[4,3-a]pyrimidin-7(8H)-one ClC1=C(C=C(CSC2=NN=C3N2C(=CC(N3)=O)CCC)C=C1)F